1-(cis-5-([1,1'-biphenyl]-3-ylmethoxy)octa-hydrocyclopenta-[c]pyrrole-2-carbonyl)-1H-pyrazole-3-carboxylic acid C1(=CC(=CC=C1)COC1CC2C(CN(C2)C(=O)N2N=C(C=C2)C(=O)O)C1)C1=CC=CC=C1